N(=[N+]=[N-])C1=CC(=C(C(=O)NO)C=C1)O 4-azido-N,2-dihydroxybenzamide